tri(p-dimethylaminophenyl)phosphine CN(C1=CC=C(C=C1)P(C1=CC=C(C=C1)N(C)C)C1=CC=C(C=C1)N(C)C)C